2-(2-Chloro-5-methylpyridin-3-yl)-6-(4-ethyl-3-(hydroxymethyl)-5-oxo-4,5-dihydro-1H-1,2,4-triazol-1-yl)-7-fluoro-4-isopropylisoquinolin-1(2H)-one ClC1=NC=C(C=C1N1C(C2=CC(=C(C=C2C(=C1)C(C)C)N1N=C(N(C1=O)CC)CO)F)=O)C